C(C1=CC=CC=C1)C1=NC=2N(C=C(NC2CC2=CC=CC=C2)C2=CC=C(C=C2)O)C1 2-benzyl-6-(4-hydroxyphenyl)-8-benzyl-3,7-dihydroimidazo[1,2-a]pyrazine